CN1N=C(C(=C1)C(=O)O)C(F)(F)F 1-Methyl-3-trifluoromethyl-4-pyrazolecarboxylic acid